5,7-dichlorothieno[2,3-c]pyridine ClC=1C=C2C(=C(N1)Cl)SC=C2